(1R,3S)-N3-{[4-(5,6-dimethoxypyridazin-3-yl)phenyl]methyl}-N1-methyl-N1-[6-(2,2,2-trifluoroethyl)thieno[2,3-d]pyrimidin-4-yl]cyclopentane-1,3-diamine COC=1C=C(N=NC1OC)C1=CC=C(C=C1)CN[C@@H]1C[C@@H](CC1)N(C=1C2=C(N=CN1)SC(=C2)CC(F)(F)F)C